COC(=O)C1CC=C(CC1)C=1C=C2C(=CN=NC2=CC1)N[C@H](C)C1=C(C(=CC=C1)C(F)F)F 4-(4-((R)-1-(3-(difluoromethyl)-2-fluorophenyl)ethylamino)cinnolin-6-yl)cyclohex-3-enecarboxylic acid methyl ester